N-methyl-2-(2-tolyl)-3-(2-tolylazo)indole CN1C(=C(C2=CC=CC=C12)N=NC1=C(C=CC=C1)C)C1=C(C=CC=C1)C